COC1=C(C=C(C=C1)OC)C=1C=C2CC(C(C2=CC1F)NC(O[C@@H]1CN2CCC1CC2)=O)(C)C (S)-quinuclidin-3-yl (5-(2,5-dimethoxyphenyl)-6-fluoro-2,2-dimethyl-2,3-dihydro-1H-inden-1-yl)carbamat